phenyl-1,5-benzodiazocin-2-one C1(=CC=CC=C1)C=1C(NC2=C(C=NC1)C=CC=C2)=O